cerium oxalAt C(C(=O)[O-])(=O)[O-].[Ce+3].C(C(=O)[O-])(=O)[O-].C(C(=O)[O-])(=O)[O-].[Ce+3]